tert-butyl 2-((2-(6-(2-((6-(5-(((cyclohexyloxy)carbonyl)amino)-6-methylpyridin-3-yl)benzo[d]thiazol-2-yl)amino)-2-oxoethyl)-2,6-diazaspiro[3.3]heptan-2-yl)pyrimidin-5-yl)oxy)acetate C1(CCCCC1)OC(=O)NC=1C=C(C=NC1C)C1=CC2=C(N=C(S2)NC(CN2CC3(CN(C3)C3=NC=C(C=N3)OCC(=O)OC(C)(C)C)C2)=O)C=C1